naphthylcarbonyl-(phenylsulfonyl)methane C1(=CC=CC2=CC=CC=C12)C(=O)CS(=O)(=O)C1=CC=CC=C1